2-[1-[2-[[1-[2-(4-Methylpiperazin-1-yl)-2-oxoethyl]pyrazol-4-yl]amino]-[1,2,4]triazolo[1,5-a]pyridin-8-yl]-3-(4-methylpyrazol-1-yl)azetidin-3-yl]acetonitril CN1CCN(CC1)C(CN1N=CC(=C1)NC1=NN2C(C(=CC=C2)N2CC(C2)(N2N=CC(=C2)C)CC#N)=N1)=O